(E)-ethyl 8-chloro-2-((1-(dimethylamino)ethylidene) amino)-1,7-naphthyridine-3-carboxylate ClC=1N=CC=C2C=C(C(=NC12)/N=C(\C)/N(C)C)C(=O)OCC